COC1=NC=CC(=C1)N1N=CC(=C1)N 1-(2-methoxypyridine-4-yl)-1H-pyrazole-4-amine